C(C)(=O)OC[C@H]1O[C@H]([C@H]([C@@H]([C@@H]1CC(=O)O)CC(=O)O)CC(=O)O)OC1=CC(=CC=C1)N1C(=NC2=CC(=CC=C2C1=O)Cl)C (2S,3S,4R,5S,6S)-2-(acetoxymethyl)-6-(3-(7-chloro-2-methyl-4-oxoquinazolin-3(4H)-yl)phenoxy)tetrahydro-2H-pyran-3,4,5-triacetic acid